O1CC(C1)C=1C(=NC=C(C1)N)N (oxetan-3-yl)pyridine-2,5-diamine